CC1OCCN(C1)C1=CC=C(C=C1)NC=1C=CC2=C(OCC(N2)=O)C1 7-((4-(2-methylmorpholino)phenyl)amino)-2H-benzo[b][1,4]oxazin-3(4H)-one